CCCCCCCCCCCCCCCCCC(=O)OC[C@H](CO)OC(=O)CCCCCCC/C=C\\CCCCCCCC The molecule is a 1,2-diacyl-sn-glycerol that has stearoyl and oleoyl as the 1- and 2-acyl groups respectively. It has a role as a mouse metabolite. It is a 1,2-diacyl-sn-glycerol, a 1-stearoyl-2-oleoylglycerol and a diacylglycerol 36:1. It is an enantiomer of a 2-oleoyl-3-stearoyl-sn-glycerol.